FC1=C(C(=C2C=CN(C2=C1)S(=O)(=O)C1=CC=C(C)C=C1)C=C)OC1=CC(=C(C=C1)F)C1=NNC=C1C 6-Fluoro-5-(4-fluoro-3-(4-methyl-1H-pyrazol-3-yl)phenoxy)-1-tosyl-4-vinyl-1H-indole